N1C(=NC(=C1)N)N Imidazolediamine